7α,24-Dihydroxy-3-oxocholest-4-en-26-oic acid O[C@H]1[C@H]2[C@@H]3CC[C@H]([C@@H](CCC(C(C(=O)O)C)O)C)[C@]3(CC[C@@H]2[C@]2(CCC(C=C2C1)=O)C)C